ClC1=C(C=CC(=C1)Cl)C=1CCCC2=C(C1C1=CC=C(C=C1)O[C@@H]1CN(CC1)CCCF)C=CC(=C2)C2=NSC(O2)=O (S)-5-(8-(2,4-dichlorophenyl)-9-(4-((1-(3-fluoropropyl)pyrrolidin-3-yl)oxy)phenyl)-6,7-dihydro-5H-benzo[7]annulen-3-yl)-1,3,4-oxathiazol-2-one